(R)-2-((tert-Butyldimethylsilyl)oxy)-N-(1-phenylethyl)ethan-1-amine [Si](C)(C)(C(C)(C)C)OCCN[C@H](C)C1=CC=CC=C1